CN1CCN(CC1)C1=CC=C(C=N1)N1C=NC(=C1)NC=1N=CC(=NC1)C#N 5-((1-(6-(4-Methylpiperazin-1-yl)pyridin-3-yl)-1H-imidazol-4-yl)amino)pyrazine-2-carbonitrile